5-chloropyridazin ClC=1C=CN=NC1